C(#N)N(C(CCNC#N)CC)C#N N,N,N'-tricyanoethyl-1,3-propanediamine